C[C@H]1[C@H](C1)N1C(C(=CC=C1)NC(=O)C1=CC2=CNN=C2C=C1)=O N-(1-((1s,2r)-2-methylcyclopropyl)-2-oxo-1,2-dihydropyridin-3-yl)-2H-indazole-5-carboxamide